OC1=NC(=NC(=C1[N+](=O)[O-])O)SCCC 4,6-dihydroxy-5-nitro-2-propylsulfanyl-pyrimidine